3-(1-Methyl-1H-indol-3-yl)-7-(piperidin-1-yl)quinolin-2-amine CN1C=C(C2=CC=CC=C12)C=1C(=NC2=CC(=CC=C2C1)N1CCCCC1)N